3-phenyl-5-methylbenzoxazole C1(=CC=CC=C1)N1COC2=C1C=C(C=C2)C